C(CCCCC)C1=C(C(=C(C(=O)O)C=C1)C(C1=CC=CC=C1)=O)N(CC)CC.C(CCCCC)OC(C1=C(C=CC=C1)C(C1=C(C=C(C=C1)N(CC)CC)O)=O)=O 2-(4-diethylamino-2-hydroxybenzoyl)benzoic acid hexyl ester (hexyl diethylaminobenzoyl benzoate)